C(CCC)NC1=CC=C(C(=O)O)C=C1 4-(butylamino)benzoic acid